COC(=O)C=1C=2N(C=C(C1)C=C)C(=CN2)F.NC2=C(C(=O)NC1=NC=C(C=C1)F)C=CC=C2 amino-N-(5-fluoropyridin-2-yl)benzamide methyl-6-vinyl-3-fluoroimidazo[1,2-a]pyridine-8-carboxylate